N-methoxy-N,1-dimethylcyclobutane-1-carboxamide CON(C(=O)C1(CCC1)C)C